S(=O)(O)OS(=O)O.O=C[C@@H](O)[C@H](O)[C@H](O)CO arabinose disulfite